(2R,3R,4R,5S)-4-[[3-[6-(Difluoromethyl)-2-methoxy-3-pyridyl]-4,5-dimethyl-5-(trifluoromethyl)tetrahydrofuran-2-carbonyl]amino]pyridin-2-carboxamid FC(C1=CC=C(C(=N1)OC)[C@@H]1[C@@H](O[C@@]([C@@H]1C)(C(F)(F)F)C)C(=O)NC1=CC(=NC=C1)C(=O)N)F